CC1(NC(CC(C1)N1C(C(CC1=O)CCCCCCCCCCCC)=O)(C)C)C N-(2,2,6,6-tetramethyl-4-piperidyl)-n-dodecylsuccinimide